[N+](=O)([O-])[O-].[Cu+2].C(N)(=N)NC(=O)N.[N+](=O)([O-])[O-] carbamimidoyl-urea copper nitrate